CC=1C=NNC1C1=NC(=NC(=C1)N1C[C@@H](CC1)NC)N (R)-4-(4-methyl-1H-pyrazol-5-yl)-6-(3-(methylamino)pyrrolidin-1-yl)pyrimidin-2-amine